2-((R)-(5-fluoropyridin-3-yl)(hydroxy)methyl)-5-(4-methoxy-benzyl)pyrrolidine-1-carboxylate FC=1C=C(C=NC1)[C@H](C1N(C(CC1)CC1=CC=C(C=C1)OC)C(=O)[O-])O